3,4-dimethyl-N-(2-phenyl-1H-pyrrolo[2,3-b]pyridin-5-yl)-1H-pyrrolo[2,3-b]pyridin-5-carboxamide CC1=CNC2=NC=C(C(=C21)C)C(=O)NC=2C=C1C(=NC2)NC(=C1)C1=CC=CC=C1